(5S)-3-{2-chloro-4-fluoro-5-[3-methyl-2,6-dioxo-4-(trifluoromethyl)-3,6-dihydropyrimidin-1(2H)-yl]phenyl}-5-methyl-4,5-dihydro-1,2-oxazole-5-carboxylic acid ClC1=C(C=C(C(=C1)F)N1C(N(C(=CC1=O)C(F)(F)F)C)=O)C1=NO[C@@](C1)(C(=O)O)C